N1=CC(=CC=C1)C1=NC=CC(=N1)N 2-(3-pyridyl)-4-pyrimidineamine